(E)-2-phenyl-5(4H)-oxazolone C1(=CC=CC=C1)C=1OC(CN1)=O